1-(1-(6-Chloro-1-(1-methyl-1H-pyrazol-4-yl)-1H-indazol-3-yl)ethyl)-3-methyl-1H-pyrazolo[3,4-d]pyrimidin-4-amine ClC1=CC=C2C(=NN(C2=C1)C=1C=NN(C1)C)C(C)N1N=C(C=2C1=NC=NC2N)C